NC1=CC=C(C=C1)C=1C2=C(NC(CN1)=O)C1=CC=CC=C1C=C2 5-(4-aminophenyl)-1H-naphtho[1,2-e][1,4]diazepin-2(3H)-one